C(#N)C1=C(C=CC=C1)N1CC2=CC=CC=C2CC1 N-(2-cyanophenyl)-3,4-dihydroisoquinoline